OC1=C(C=C(C=C1)SSC1=CC(=C(C=C1)O)C)C bis(4-hydroxy-3-methylphenyl) disulfide